ClC1=C(C=C(C=C1)C1=CN=CC(=N1)CN1C(O[C@H](C1)C)=O)OC(F)F (5S)-3-[[6-[4-Chloro-3-(difluoromethoxy)phenyl]pyrazin-2-yl]methyl]-5-methyl-oxazolidin-2-one